1-(6-chloro-7-(2-fluorophenyl)quinazolin-4-yl)-N-(2,3,5,6-tetrafluoro-4-(methylsulfinyl)phenyl)azetidin-3-amine ClC=1C=C2C(=NC=NC2=CC1C1=C(C=CC=C1)F)N1CC(C1)NC1=C(C(=C(C(=C1F)F)S(=O)C)F)F